COC=1C=C2C=NC(=NC2=CC1)C 6-methoxy-2-methylquinazolin